ClC1=C2C(N(C=NC2=CC=C1S[Na])CC(C)OC)=O [5-Chloro-3-(2-methoxypropyl)-4-oxo-quinazolin-6-yl]sulfanylsodium